6-(4,4,5,5-tetramethyl-1,3,2-dioxaborolan-2-yl)Isoquinolin-1-Ol CC1(OB(OC1(C)C)C=1C=C2C=CN=C(C2=CC1)O)C